(5-chloropyridin-2-yl)(4-iodo-5-methyl-1-((2-(trimethylsilyl)ethoxy)methyl)-1H-imidazol-2-yl)methanone ClC=1C=CC(=NC1)C(=O)C=1N(C(=C(N1)I)C)COCC[Si](C)(C)C